bis(2-oxo-1,3-oxazolidin-3-yl)phosphinoylchloride O=C1OCCN1P(=O)(N1C(OCC1)=O)Cl